methyl (R,E)-4-(4-((6-(2-fluoro-3-(1-methylpyrrolidin-2-yl)acrylamido)-7-methoxyquinazolin-4-yl)amino)-5-methoxy-2-methylphenoxy)benzoate F\C(\C(=O)NC=1C=C2C(=NC=NC2=CC1OC)NC1=CC(=C(OC2=CC=C(C(=O)OC)C=C2)C=C1OC)C)=C\[C@@H]1N(CCC1)C